N-(5-methylpyridin-2-yl)-2-phenyl-2-(pyridin-2-yl)acetamide CC=1C=CC(=NC1)NC(C(C1=NC=CC=C1)C1=CC=CC=C1)=O